2-chloro-5-((3-chloro-2-(4-fluoro-1H-pyrazol-1-yl)pyridin-4-yl)thio)pyrazine ClC1=NC=C(N=C1)SC1=C(C(=NC=C1)N1N=CC(=C1)F)Cl